N[C@@H]1C[C@@H](CC1)OC=1N=C(NC(C1Cl)=O)C1=CC(=NC=C1)F 4-[(1r,3s)-3-aminocyclopentyloxy]-5-chloro-2-(2-fluoro-4-pyridinyl)-1H-pyrimidin-6-one